FC1=C(C(=NC(N1[C@H]1C[C@H](O)[C@@H](CO)O1)=O)N)F (difluoro)deoxycytidine